4-chloro-7-(6-(methyl(2,2,6,6-tetramethylpiperidin-4-yl)amino)pyridazin-3-yl)quinolin ClC1=CC=NC2=CC(=CC=C12)C=1N=NC(=CC1)N(C1CC(NC(C1)(C)C)(C)C)C